ethyl (2S)-2-(4-methoxyanilino)-2-[(1S)-5-methylene-2-oxo-cyclohexyl]acetate COC1=CC=C(N[C@H](C(=O)OCC)[C@H]2C(CCC(C2)=C)=O)C=C1